COC(CC1=CNC2=CC=CC=C12)=O Methylindol-3-acetat